N1=C2C(=CC=C1OC1CCC3(CN(C3)C(=O)C3CC(C3)(C)O)CC1)CCC2 (7-((6,7-Dihydro-5H-cyclopenta[b]pyridin-2-yl)oxy)-2-azaspiro[3.5]nonan-2-yl)((1s,3s)-3-hydroxy-3-methylcyclobutyl)methanon